CC1=NC=2C(=NC=C(C2)C2=C(C=CC(=N2)C#N)C=2C=NN(C2)CC(C)(C)C)N1C 6-(2,3-Dimethyl-3H-imidazo[4,5-b]pyridin-6-yl)-5-[1-(2,2-dimethylpropyl)-1H-pyrazol-4-yl]pyridin-2-carbonitril